BrCC(C=CC1=CC=CC=C1)=O 1-bromo-4-phenyl-3-buten-2-one